COCOC1=C(C=CC=C1)C1=CC2=C(N=N1)NC1=C2[C@H](N(CC1)C1=NC=C(C=N1)N1CCN(CC1)C(=O)OC(C)(C)C)C (R)-tert-butyl 4-(2-(3-(2-(methoxymethoxy)phenyl)-5-methyl-7,8-dihydro-5H-pyrido[3',4':4,5]pyrrolo[2,3-c]pyridazin-6(9H)-yl)pyrimidin-5-yl)piperazine-1-carboxylate